Dimethyl-silylbis(2-methyl-4-phenyl-indenyl)zirconium dichloride [Cl-].[Cl-].C[SiH]([Zr+2](C1C(=CC2=C(C=CC=C12)C1=CC=CC=C1)C)C1C(=CC2=C(C=CC=C12)C1=CC=CC=C1)C)C